N1=C(C=CC=C1)NC1=NC(=NC=C1C(F)(F)F)NC1=CC(=C(C(=C1)OC)OC)OC N4-(Pyridin-2-yl)-5-(trifluoromethyl)-N2-(3,4,5-trimethoxyphenyl)pyrimidine-2,4-diamine